COC1=NC(=NC=C1)OC1=CC=C(C=C1)C1CN(C1)C(=O)N1C[C@@H]2[C@@H](OCC(N2)=O)CC1 (4aR,8aS)-6-[3-[4-(4-methoxypyrimidin-2-yl)oxyphenyl]azetidine-1-carbonyl]-4,4a,5,7,8,8a-hexahydropyrido[4,3-b][1,4]oxazin-3-one